FC=1C=C(CN(C2CCC(CC2)C(=O)N2CC(C3=NC(=CC=C32)C)(C)C)C)C=CC1F ((1r,4r)-4-((3,4-difluorobenzyl)(methyl)amino)cyclohexyl)(3,3,5-trimethyl-2,3-dihydro-1H-pyrrolo[3,2-b]pyridin-1-yl)methanone